tert-butyl (1-(4-(4-isopropyl-5-(8-methyl-[1,2,4]triazolo[1,5-a]pyridin-6-yl)-1-((2-(trimethyl silyl) ethoxy)methyl)-1H-pyrazol-3-yl)phenyl)azetidin-3-yl)carbamate C(C)(C)C=1C(=NN(C1C=1C=C(C=2N(C1)N=CN2)C)COCC[Si](C)(C)C)C2=CC=C(C=C2)N2CC(C2)NC(OC(C)(C)C)=O